2,6-di-t-butylpyridine C(C)(C)(C)C1=NC(=CC=C1)C(C)(C)C